CC(C)(C)C1=CC=C(C=C1)OP(=O)(OC2=CC=CC=C2)OC3=CC=CC=C3 t-butylphenyl diphenyl phosphate